6-benzyl-2,2-dimethyl-1,3-dioxin-4-one C(C1=CC=CC=C1)C1=CC(OC(O1)(C)C)=O